O1CCOC12CCC(CC2)N2N=CC(=C2)C=2N=C(C=1N(C2)N=CC1C#N)C=1C=CC(=NC1)N1CCC(CC1)(C(=O)NC(C)C)CC 1-(5-(6-(1-(1,4-dioxaspiro[4.5]decan-8-yl)-1H-pyrazol-4-yl)-3-cyanopyrazolo[1,5-a]pyrazin-4-yl)pyridin-2-yl)-4-ethyl-N-isopropylpiperidine-4-carboxamide